L-8-isopentenyl-flavone tert-Butyl-2-(difluoromethyl)-3,4-dimethyl-5,7-dihydro-6H-pyrrolo[3,4-b]pyridine-carboxylate C(C)(C)(C)C1NCC=2NC(C(=C(C21)C)C)(C(=O)O)C(F)F.C(CC(=C)C)C=2C=CC=C1C(C=C(OC21)C2=CC=CC=C2)=O